C(C)(=O)C=1C=C2C(=NC(=NC2=C(C1Br)F)OCC(F)(F)F)N1C[C@H]2CC[C@@H](C1)N2C(=O)OC(C)(C)C tert-butyl (1R,5S)-3-(6-acetyl-7-bromo-8-fluoro-2-(2,2,2-trifluoroethoxy)quinazolin-4-yl)-3,8-diazabicyclo[3.2.1]octane-8-carboxylate